(3,3-difluoro-1-methylcyclobutyl)methylamine hydrochloride Cl.FC1(CC(C1)(C)CN)F